NC1=NC2=C(N1C/C=C/CNC(OC(C)(C)C)=O)C=CC(=C2)C(N)=O tert-butyl (E)-(4-(2-amino-5-carbamoyl-1H-benzo[d]imidazol-1-yl)but-2-en-1-yl)carbamate